2-((S)-4-((S)-2'-(((S)-1-methylpyrrolidin-2-yl)methoxy)-3,4,5',8'-tetrahydro-1H,6'H-spiro[naphthalene-2,7'-quinazolin]-4'-yl)piperazin-2-yl)acetonitrile CN1[C@@H](CCC1)COC1=NC=2C[C@@]3(CCC2C(=N1)N1C[C@@H](NCC1)CC#N)CC1=CC=CC=C1CC3